C1(=CC=C(C=C1)NS(=O)(=O)C)C N-(p-tolyl)methanesulfonamide